2-[4-[[(3R)-1-ethyl-3-piperidinyl]amino]-1-methyl-pyrrolo[2,3-d]pyridazin-7-yl]-5-(trifluoromethyl)phenol C(C)N1C[C@@H](CCC1)NC1=C2C(=C(N=N1)C1=C(C=C(C=C1)C(F)(F)F)O)N(C=C2)C